2-Chloro-N-(1-ethyl-1H-tetrazol-5-yl)-3-isopropylsulfanyl-4-methylsulfonyl-benzamide ClC1=C(C(=O)NC2=NN=NN2CC)C=CC(=C1SC(C)C)S(=O)(=O)C